1-(3-fluoro-2-methylphenyl)-3-(quinolin-6-yl)cyclopentane-1-carboxylic acid FC=1C(=C(C=CC1)C1(CC(CC1)C=1C=C2C=CC=NC2=CC1)C(=O)O)C